CC=1C=CC=2N(C1)C(=NN2)NC2=CC=CC=C2 6-methyl-N-phenyl-[1,2,4]triazolo[4,3-a]pyridin-3-amine